FC(C(=O)O)(F)F.COC(=O)C1CC12CCNCC2 6-azaspiro[2.5]octane-1-carboxylic acid methyl ester trifluoroacetate